neopentyl glycol triacrylate C(C=C)(=O)O.C(C=C)(=O)O.C(C=C)(=O)O.OCC(C)(CO)C